C(C)N(C(=O)C1=C(OC2=C(N=CN=N2)N2C[C@@H](CC2)CN2CCC3(CC2)CCC(CC3)OC(NC3CCCC3)=O)C=CC(=C1)F)C(C)C (S)-(3-((1-(6-(2-(ethyl(isopropyl)carbamoyl)-4-fluorophenoxy)-1,2,4-triazin-5-yl)pyrrolidin-3-yl)methyl)-3-azaspiro[5.5]undec-9-yl)cyclopentylcarbamate